FC1=C(C=CC=C1)C1=CN(C=2N=CN=C(C21)N2C[C@H](N(C[C@@H]2C)C(=O)OC(C)(C)C)C)C=2C=NN(C2)C tert-butyl (2R,5S)-4-(5-(2-fluorophenyl)-7-(1-methyl-1H-pyrazol-4-yl)-7H-pyrrolo[2,3-d]pyrimidin-4-yl)-2,5-dimethylpiperazine-1-carboxylate